4-(4-methyl-phenyl)-4-vinyl-1,3-dioxolanone CC1=CC=C(C=C1)C1(OC(OC1)=O)C=C